(6,6-dioxido-1,4,5,7-tetrahydrothiopyrano[3,4-c]pyrazol-3-yl)(4-(2-(trifluoromethyl)phenyl)piperidin-1-yl)methanone O=S1(CC=2NN=C(C2CC1)C(=O)N1CCC(CC1)C1=C(C=CC=C1)C(F)(F)F)=O